Cl.Cl.Cl.NCC[C@@H]1NC=2C=CC=C([C@H](CCCCCNC1=O)NC(=O)C=1C=NN(C1Cl)C1=C(C(=CC=C1)Cl)F)C2 N-[(3s,11s)-3-(2-aminoethyl)-4-oxo-2,5-diazabicyclo[10.3.1]hexadeca-1(16),12,14-trien-11-yl]-5-chloro-1-(3-chloro-2-fluorophenyl)-1H-pyrazole-4-carboxamide tri-hydrochloride